FC=1C(=C(C(=CC1)F)C=1C(=CNC1C(C1=CC=C(C=C1)C#CCOCCO)=O)C(=O)OC)C methyl 4-(3,6-difluoro-2-methylphenyl)-5-{4-[3-(2-hydroxyethoxy)prop-1-yn-1-yl]benzoyl}-1H-pyrrole-3-carboxylate